8-[8-fluoro-2-methylimidazo[1,2-a]pyridin-6-yl]-2-methoxy-4-(piperazin-1-yl)quinoline FC=1C=2N(C=C(C1)C=1C=CC=C3C(=CC(=NC13)OC)N1CCNCC1)C=C(N2)C